(S)-7'-(3,5-difluorophenyl)-1-(6-methylthieno[2,3-d]pyrimidin-4-yl)dihydro-1'H,3'H,5'H-spiro[piperidine-4,2'-pyrazolo[1,2-a]pyrazol]-1'-one FC=1C=C(C=C(C1)F)[C@@H]1CCN2N1C(C1(C2)CCN(CC1)C=1C2=C(N=CN1)SC(=C2)C)=O